ClC=1C=NC(=NC1)N1CCC(CC1)CCCCOC1=CC(=C(C(=C1)F)CC(=O)O)F 2-(4-(4-(1-(5-chloropyrimidin-2-yl)piperidin-4-yl)butoxy)-2,6-difluorophenyl)acetic acid